N(=C=O)C1CC(CC(C1)(C)CCCN=C=O)(C)C 5-isocyanato-1-(3-isocyanatopropan-1-yl)-1,3,3-trimethylcyclohexane